N-(2-((3aS,6aR)-hexahydro-1H-furo[3,4-b]pyrrol-1-yl)pyrimidin-4-yl)-5-isopropyl-8-((2R,3S)-2-methyl-3-((methylsulfonyl)meth-yl)azetidin-1-yl)-2,6-naphthyridin-3-amine N1([C@@H]2[C@H](CC1)COC2)C2=NC=CC(=N2)NC=2N=CC1=C(C=NC(=C1C2)C(C)C)N2[C@@H]([C@H](C2)CS(=O)(=O)C)C